FC1=C(OC=2N=CC(=NC2)NC([C@H](C)N2CC(N(CC2)C(=O)C2=NNC(C=C2)=O)(C)C)=O)C=CC(=C1)F (S)-N-(5-(2,4-difluorophenoxy)pyrazin-2-yl)-2-(3,3-dimethyl-4-(6-oxo-1,6-dihydropyridazine-3-carbonyl)piperazin-1-yl)propanamide